tert-butyl [4-(3-nitro-pyridin-2-ylamino)-phenyl]-carbamate [N+](=O)([O-])C=1C(=NC=CC1)NC1=CC=C(C=C1)NC(OC(C)(C)C)=O